C(#N)CCOC(CN1C(N(C(C(=C1)/C(/C)=N/OC(C)C)=O)N(C(=O)C=1N=CSC1)C)=O)C1=C(C=CC(=C1)F)OC (E)-N-(3-(2-(2-cyanoethoxy)-2-(5-fluoro-2-methoxyphenyl)ethyl)-5-(1-(isopropoxyimino)ethyl)-2,6-dioxo-3,6-dihydropyrimidin-1(2H)-yl)-N-methylthiazole-4-carboxamide